N-(2-cyanophenyl)-N-methylglycine C(#N)C1=C(C=CC=C1)N(CC(=O)O)C